C(=O)C1=CC=C(C=C1)C1=C2N=C(C(=NC2=CC=C1)C1=CC=C(C=C1)C=O)C1=CC=C(C=C1)C=O tris(4-formylphenyl)-quinoxaline